(2S)-3-(3-bromophenyl)-2-[(3R)-1-tert-butoxycarbonylpyrrolidin-3-yl]propanoic acid BrC=1C=C(C=CC1)C[C@H](C(=O)O)[C@@H]1CN(CC1)C(=O)OC(C)(C)C